tert-butyl (2-(4-(7H-pyrrolo[2,3-d]pyrimidin-4-yl)phenyl)propan-2-yl)carbamate N1=CN=C(C2=C1NC=C2)C2=CC=C(C=C2)C(C)(C)NC(OC(C)(C)C)=O